propan-1-one oxalate C(C(=O)O)(=O)O.C(CC)=O